ClC=1N=C(C=C2C1COCC2)CN(C)C 1-(8-Chloro-3,4-dihydro-1H-pyrano[3,4-c]pyridin-6-yl)-N,N-dimethylmethanamine